[Cl-].[Ca+2].[Si]([O-])([O-])(O)O.[Na+] sodium silicate calcium chloride